[Na].C1(=CC=CC=C1)[SiH2]O[Si](O[Si](O[Si](C1=CC=CC=C1)(C1=CC=CC=C1)C1=CC=CC=C1)(C1=CC=CC=C1)C1=CC=CC=C1)(C1=CC=CC=C1)C1=CC=CC=C1 octaphenyl-tetrasiloxane sodium